CN1C(=NC=C1)C1=NN2C(C(=N1)O)=C(C(=C2)C=2C=NC=CC2)C2=CC=CC=C2 (1-methyl-1H-imidazol-2-yl)-5-phenyl-6-(pyridin-3-yl)pyrrolo[2,1-f][1,2,4]triazin-4-ol